(12bS)-9,10-difluoro-1H,2H,3H,4H,6H,7H,12bH-indolo[2,3-a]quinolizin-4-one FC=1C=C2C(=CC1F)NC1=C2CCN2C(CCC[C@@H]12)=O